O[C@@H](CO)[C@H]1OC(C(=C1O)O)=O (R)-2-((S)-1,2-dihydroxyethyl)-4-hydroxy-5-oxo-2,5-dihydrofuran-3-ol